COC=1C(=C(C=CC1)NC(OCCCC)=O)[N+](=O)[O-] butyl (3-methoxy-2-nitrophenyl)carbamate